Palladium (II) 2-(3-(3-(pyridin-2-yl)phenoxy)phenyl)Pyridine potassium fluoride tetrahydrate O.O.O.O.[F-].[K+].N1=C(C=CC=C1)C=1C=C(OC=2C=C(C=CC2)C2=NC=CC=C2)C=CC1.[Pd+2].[F-].[F-]